1-[(4-{3-azabicyclo[3.1.0]hex-3-yl}-3-cyano-2-fluorophenyl)methyl]-1H-imidazole-4-carboxylic acid ethyl ester C(C)OC(=O)C=1N=CN(C1)CC1=C(C(=C(C=C1)N1CC2CC2C1)C#N)F